Ethyl 2-{1-[(tert-butoxy) carbonyl] acridin-3-yl}-1,3-thiazole-4-carboxylate C(C)(C)(C)OC(=O)C1=CC(=CC2=NC3=CC=CC=C3C=C12)C=1SC=C(N1)C(=O)OCC